BrC1=C2CN(C(C2=CC=C1)=O)C1CN(C1)C(C(=O)O)C 2-(3-(4-Bromo-1-oxoisoindolin-2-yl)azetidin-1-yl)propanoic acid